N-(4-Methoxy-1H-imidazo[4,5-c]pyridin-2-yl)-5-(benzo[d][1,3]dioxol-5-yl)-1,3,4-oxadiazol-2-amine COC1=NC=CC2=C1N=C(N2)NC=2OC(=NN2)C2=CC1=C(OCO1)C=C2